ClC1=CC=C(C=C1)N1N=CC=2C=NC(=C(C21)O)C(=O)OC methyl 1-(4-chlorophenyl)-7-hydroxy-1H-pyrazolo[4,3-c]pyridine-6-carboxylate